2-hydroxymethyl-1,2-diazabicyclo[2.2.2]octan-3-one OCN1N2CCC(C1=O)CC2